L-1-butyl-3-methylimidazole tetrafluoroborate F[B-](F)(F)F.C(CCC)N1CN(C=C1)C